(4-(pyridin-4-yl)phenyl)methylamine N1=CC=C(C=C1)C1=CC=C(C=C1)CN